N,N'-Bis[(2-hydroxy-5-sulfonatophenyl)methylen]-1,2-diaminoethan OC1=C(C=C(C=C1)S(=O)(=O)[O-])C=NCCN=CC1=C(C=CC(=C1)S(=O)(=O)[O-])O